6-methoxy-4-(4-nitrophenyl)-7-(piperidin-4-ylmethoxy)quinazoline hydrochloride Cl.COC=1C=C2C(=NC=NC2=CC1OCC1CCNCC1)C1=CC=C(C=C1)[N+](=O)[O-]